lithium aluminum-lithium [Li].[Al].[Li]